The molecule is a member of the class of triazoles that is butan-2-ol which is substituted at positions 1, 2, and 3 by 1,2,4-triazol-1-yl, 2,4-difluorophenyl, and 4-methylenepiperidin-1-yl groups, respectively (the 2R,3R stereoisomer). It is an antifungal drug used for the topical treatment of onychomycosis (a nail infection caused mainly by dermatophytes). It has a role as an EC 1.14.13.70 (sterol 14alpha-demethylase) inhibitor. It is an organofluorine compound, an olefinic compound, a member of piperidines, a tertiary alcohol, a tertiary amino compound, a conazole antifungal drug and a triazole antifungal drug. C[C@H]([C@](CN1C=NC=N1)(C2=C(C=C(C=C2)F)F)O)N3CCC(=C)CC3